COC1=CC=C(C=C1)C2=C(C(=O)C3=C(C=C(C=C3O2)OC)O)O The molecule is a dimethoxyflavone that is kaempferol in which the hydroxy groups at position 4' and 7 have been replaced by methoxy groups. It is a component of bee glue and has been isolated from several plant species including Betula exilis, Zingiber mekongense and Alpinia flabellata. It has a role as an antioxidant and a plant metabolite. It is a dimethoxyflavone, a dihydroxyflavone and a member of flavonols. It derives from a kaempferol.